5-(2-(hydroxyethyl)pyridin-2-yl)piperazine-1-carboxylate OCCC1(NC=CC=C1)C1NCCN(C1)C(=O)[O-]